silicon carbonite C([O-])[O-].[Si+4].C([O-])[O-]